C(C)OC1=NC=CC=C1C1=CC(=C2C(=N1)C(=NN2C(CC)C)C)NCC2=NOC(=N2)C 5-(2-ethoxy-3-pyridinyl)-3-methyl-N-[(5-methyl-1,2,4-oxadiazol-3-yl)methyl]-1-[1-methylpropyl]pyrazolo[4,3-b]pyridin-7-amine